FC(C)(F)C1=NC(=NC=C1)N1N=C(C=2C=NC(=CC21)CC(=O)N)N2CC(N(CC2)C)C (1-(4-(1,1-difluoroethyl)pyrimidin-2-yl)-3-(3,4-dimethylpiperazin-1-yl)-1H-pyrazolo[4,3-c]pyridin-6-yl)acetamide